CC1=CC=C(C(=O)O[C@H]2[C@@H](O[C@@H](C2)N2C(NC(C(=C2)C=2SC(=CC2)C)=O)=O)COC(C2=CC=C(C=C2)C)=O)C=C1 ((2S,3R,5S)-3-((4-methylbenzoyl)oxy)-5-(5-(5-methylthiophen-2-yl)-2,4-dioxo-3,4-dihydropyrimidin-1(2H)-yl)tetrahydrofuran-2-yl)methyl-4-methylbenzoate